2-(diethylamino)-3-phenylpropionic acid C(C)N(C(C(=O)O)CC1=CC=CC=C1)CC